N-(3,3-difluorocyclobutyl)-5-(1-isopropyl-2-methyl-1H-imidazo[4,5-b]pyridin-6-yl)-7H-pyrrolo[2,3-d]pyrimidin-2-amine FC1(CC(C1)NC=1N=CC2=C(N1)NC=C2C=2C=C1C(=NC2)N=C(N1C(C)C)C)F